(E)-2-(2-tolyl)-2-methoxyiminoacetate C1(=C(C=CC=C1)\C(\C(=O)[O-])=N/OC)C